bicyclo[6.3.2]tridecanyl methacrylate C(C(=C)C)(=O)OC12CCCCCCC(CCC1)CC2